2-(3-(4-naphthyl)oxetan-3-yl)ethanol C1=CC=C(C2=CC=CC=C12)C1(COC1)CCO